ClC1=C(C=CC(=C1)F)C(CN1C=NC=C1)CCOC1=CC=C(C=C1)F 1-(2-(2-chloro-4-fluorophenyl)-4-(4-fluorophenoxy)butyl)-1H-imidazole